C(C)N1C(NC2=C(C1=O)C=C(S2)C(=O)N2CCN(CC2)C=2C=CC(=NC2)C(=O)NC)=O 5-(4-(3-ethyl-2,4-dioxo-1,2,3,4-tetrahydrothieno[2,3-d]pyrimidine-6-carbonyl)piperazin-1-yl)-N-methylpicolinamide